NC1=NC=C(C=C1C=1C=C2CCNC(C2=CC1)=O)C1=CC=C(C=C1)N1[C@H](CCC1)C (S)-6-(2-amino-5-(4-(2-methylpyrrolidin-1-yl)phenyl)pyridin-3-yl)-3,4-dihydroisoquinolin-1(2H)-one